(1S,4S,5R)-2-(4-carboxyphenyl)-5-[[5-cyclopropyl-3-(2,6-dichlorophenyl)-1,2-oxazol-4-yl]methoxy]-2-azabicyclo[2.2.1]heptan-2-ium-2-olate C(=O)(O)C1=CC=C(C=C1)[N+]1([C@@H]2C[C@H]([C@H](C1)C2)OCC=2C(=NOC2C2CC2)C2=C(C=CC=C2Cl)Cl)[O-]